6-(2-Methoxyethoxy)-4-(6-(piperazin-1-yl)pyridin-3-yl)pyrazolo[1,5-a]pyridine-3-carbonitrile COCCOC=1C=C(C=2N(C1)N=CC2C#N)C=2C=NC(=CC2)N2CCNCC2